C1(=NC=CC2=CC=CC=C12)CC1C(C(=NO1)C1=CC=CC=C1)(C)C 5-(isoquinolin-1-ylmethyl)-4,4-dimethyl-3-phenyl-4,5-dihydroisoxazole